6-(4-(4-methylpiperazin-1-yl)anilino)-2-(3,5-dimethoxyanilino)pyrido[2,3-b]pyrazin-3(4H)-one CN1CCN(CC1)C1=CC=C(NC=2C=CC3=C(NC(C(=N3)NC3=CC(=CC(=C3)OC)OC)=O)N2)C=C1